N-{[p-(2-{[(R)-(o-chlorophenyl)methoxymethyl]carbonylamino}ethyl)phenyl]methyl}-3-amino-2-pyrazinecarboxamide ClC1=C(C=CC=C1)COCC(=O)NCCC1=CC=C(C=C1)CNC(=O)C1=NC=CN=C1N